FC(OC=1C=C(C(=O)O)C=CN1)F 2-(difluoromethoxy)isonicotinic acid